N-((3R,5R)-5-fluoro-1-(6-(methoxymethyl)-1-methyl-5-nitro-1H-benzo[d]imidazol-2-yl)piperidin-3-yl)-5-(trifluoromethyl)pyrimidin-2-amine F[C@@H]1C[C@H](CN(C1)C1=NC2=C(N1C)C=C(C(=C2)[N+](=O)[O-])COC)NC2=NC=C(C=N2)C(F)(F)F